C(C)(=O)NC(=O)C=1C(=C2C3C(C(OC2=CC1CCCCC)(C)C)CCC(=C3)C)O N-acetyl-1-hydroxy-6,6,9-trimethyl-3-pentyl-6a,7,8,10a-tetrahydro-6H-benzo[c]chromene-2-carboxamide